2-bromo-4-methylthiazole-5-sulfonamide BrC=1SC(=C(N1)C)S(=O)(=O)N